N[C@H](CC1=CC=CC=C1)C(=O)[O-] D-phenylalaninate